C1(=CC=CC=C1)CCOC(C1=CC=CC=C1)=O 2-phenylethylbenzoat